2,6-di((E)-benzylidene)cyclohexan-1-one C(/C1=CC=CC=C1)=C/1\C(/C(/CCC1)=C/C1=CC=CC=C1)=O